N1C(CCC2=CC=CC=C12)C(=O)Cl.[Co] cobalt trihydroquinolinecarbonyl chloride